4-Cyclopropyl-N-((1S)-(4,4-difluorocyclohexyl)(7-(((3S*)-2-oxo-5-(trifluoromethyl)piperidin-3-yl)methyl)imidazo[1,2-b]pyridazin-2-yl)methyl)-1,2,5-oxadiazole-3-carboxamide C1(CC1)C=1C(=NON1)C(=O)N[C@H](C=1N=C2N(N=CC(=C2)C[C@H]2C(NCC(C2)C(F)(F)F)=O)C1)C1CCC(CC1)(F)F |o1:21|